O=C1NC(CCC1C1(C2CNC(C2=CC=C1)=O)CCCCN1CCN(CC1)C=1C(=CC2=C(C(C=3NC4=CC(=CC=C4C3C2=O)C#N)(C)C)C1)CC)=O 8-(4-(4-(4-(2,6-dioxopiperidin-3-yl)-1-oxoisoindolin-4-yl)butyl)piperazin-1-yl)-9-ethyl-6,6-dimethyl-11-oxo-6,11-dihydro-5H-benzo[b]carbazole-3-carbonitrile